ClC=1C=C2C(=CC1)NC(C21CCN(CC1)CCOC1=CC(=C(C=C1)S(=O)(=O)C)F)=O 5-chloro-1'-[2-(3-fluoro-4-methanesulfonylphenoxy)ethyl]-1,2-dihydrospiro[indole-3,4'-piperidin]-2-one